2-ETHYLBUTYL ((((2R,3S,5R)-5-(4-AMINO-2-OXO-1,3,5-TRIAZIN-1(2H)-YL)-3-HYDROXYTETRAHYDROTHIOPHEN-2-YL)METHOXY)(NAPHTHALEN-1-YLOXY)PHOSPHORYL)-L-ALANINATE NC1=NC(N(C=N1)[C@H]1C[C@@H]([C@H](S1)COP(=O)(OC1=CC=CC2=CC=CC=C12)N[C@@H](C)C(=O)OCC(CC)CC)O)=O